C(C)(=O)C1(CCCC1)C(=O)OCC ethyl 1-acetylcyclopentane-1-carboxylate